IC1=NN(C2=CC(=CC=C12)SC1=C(C(=O)NC)C=CC=C1)C1OCCCC1 2-(3-iodo-1-tetrahydropyran-2-yl-indazol-6-yl)thio-N-methyl-benzamide